methyl (S)-4-((4-((tert-butyldimethylsilyl)oxy)butan-2-yl)oxy)-6-chloronicotinate [Si](C)(C)(C(C)(C)C)OCC[C@H](C)OC1=CC(=NC=C1C(=O)OC)Cl